TETRAHYDROPYRAN-3-BORONIC ACID O1CC(CCC1)B(O)O